COC(C1=C(C=C(C=C1)CN1CCN(CC1)C=1C(=NC=CC1C#N)O)F)=O methyl-4-((4-(4-cyano-2-hydroxypyridinyl) piperazin-1-yl) methyl)-2-fluorobenzoate